C(C)C1=CC=C(CC(C=O)(C)C)C=C1 para-ethyl-α,α-dimethylhydrocinnamaldehyde